C(C)(C)(C)OC1CC(C1)C(=O)O 3-tert-Butyloxycyclobutanecarboxylic acid